(R)-1-(6-bromopyridin-2-yl)-2,2,2-trifluoroethan-1-amine BrC1=CC=CC(=N1)[C@H](C(F)(F)F)N